(4-((1R,5S)-3,8-diazabicyclo[3.2.1]oct-3-yl)-8-fluoro-2-((1-(morpholinomethyl)cyclopropyl)methoxy)-6-nitroquinazolin-7-yl)-5-ethynyl-6-fluoronaphthalen-2-ol [C@H]12CN(C[C@H](CC1)N2)C2=NC(=NC1=C(C(=C(C=C21)[N+](=O)[O-])C2=C(C=CC1=C(C(=CC=C21)F)C#C)O)F)OCC2(CC2)CN2CCOCC2